C(C1=CC=CC=C1)O[C@@H](C(=O)N1CC2=CC=C(C=C2C1)Br)C (R)-2-(benzyloxy)-1-(5-bromoisoindolin-2-yl)propan-1-one